C(C)(C)(C)OC(=O)NCCCCOCCOC1=NC=2C=C(C=CC2C2=C1N=C(N=C2)NC2CC2)C(=O)OC Methyl 5-(2-(4-((tert-butoxycarbonyl)amino)butoxy)ethoxy)-3-(cyclopropylamino)pyrimido[4,5-c]quinoline-8-carboxylate